C1(CCCC1)CCC(=O)O[C@@]1(CC[C@@]2([C@H]3CC[C@@]4([C@H](CC[C@H]4[C@@H]3CC[C@H]2C1)C(C)=O)C)C)C [(3R,5S,8R,9S,10S,13S,14S,17S)-17-acetyl-3,10,13-trimethyl-1,2,4,5,6,7,8,9,11,12,14,15,16,17-tetradecahydrocyclopenta[a]phenanthren-3-yl] 3-cyclopentylpropanoate